2-((2-((5-chloro-2-(1H-tetrazol-1-yl)phenyl)amino)-2-oxoethyl)amino)-3-(4-fluorophenyl)propanoic acid ethyl ester C(C)OC(C(CC1=CC=C(C=C1)F)NCC(=O)NC1=C(C=CC(=C1)Cl)N1N=NN=C1)=O